C(C)C=1C[C@H]2CC[C@@H]2C1 (1R,5S)-3-ethylbicyclo[3.2.0]hept-3-ene